CC(C)CCC([C@@H](C)[C@H]1CC[C@H]2C3=CC=C4C[C@H](CC[C@@]4(C)[C@@H]3CC[C@]12C)O)O 9β,10α-cholesta-5,7-diene-3β,22-diol